5-((1S,2R)-1-(6-chloro-4-(2-(4-methylpiperazin-1-yl)ethyl)-1,1-dioxido-3,4-dihydro-2H-benzo[e][1,2,4]thiadiazin-2-yl)-2-(6-fluoro-2,3-dimethylphenyl)propyl)-1,3,4-oxadiazol-2(3H)-one ClC=1C=CC2=C(N(CN(S2(=O)=O)[C@@H]([C@H](C)C2=C(C(=CC=C2F)C)C)C2=NNC(O2)=O)CCN2CCN(CC2)C)C1